CC(=C(O)C1=CCCC1)CC(C)(C)C methyl-trimethylcyclopentenyl-butenol